N-vinyl-2-caprolactam C(=C)N1C(C1CCCC)=O